OCC1=C2C(=NC=C1)N(N=C2C2CN(C2)C(\C=C\COC)=O)C2=CC=C(C=C2)OC(F)(F)F (E)-1-(3-(4-(Hydroxymethyl)-1-(4-(trifluoromethoxy)phenyl)-1H-pyrazolo[3,4-b]pyridin-3-yl)azetidin-1-yl)-4-methoxybut-2-en-1-one